(1-(quinolin-4-yl)piperidin-4-yl)methylamine N1=CC=C(C2=CC=CC=C12)N1CCC(CC1)CN